5-[4-amino-5-(trifluoromethyl)pyrrolo[2,1-f][1,2,4]triazin-7-yl]-N-[3-(4-fluorophenyl)-3-hydroxypropyl]-2-methylpyridine-3-carboxamide NC1=NC=NN2C1=C(C=C2C=2C=C(C(=NC2)C)C(=O)NCCC(O)C2=CC=C(C=C2)F)C(F)(F)F